C1N(CCC2=CC=CC=C12)C[C@H](CN1C(C2=CC=C(C=C2CC1)OC1CCNCC1)=O)O 2-[(2R)-3-(3,4-dihydro-1H-isoquinolin-2-yl)-2-hydroxy-propyl]-6-(4-piperidinyloxy)-3,4-dihydroisoquinolin-1-one